C1(CC1)CN(C1=CC(N(C=2C=CC(=NC12)C#N)C)=O)C1=CC=C(C=C1)C1=CC(=NC=C1)OC 8-((cyclopropylmethyl)(4-(2-methoxypyridin-4-yl)phenyl)amino)-5-methyl-6-oxo-5,6-dihydro-1,5-naphthyridine-2-carbonitrile